5-((1H-Pyrazol-1-yl)methyl)-N-(5-(1-(benzyloxy)-2-methylpropan-2-yl)-2-methoxyphenylsulfonimidoyl)-6-methoxypicolinamide N1(N=CC=C1)CC=1C=CC(=NC1OC)C(=O)NS(=O)(=N)C1=C(C=CC(=C1)C(COCC1=CC=CC=C1)(C)C)OC